O1C=CC2=C1C(=CC=C2)SCC2=C(C(=O)O)C=CC(=C2F)F 2-((benzofuran-7-ylthio)methyl)-3,4-difluorobenzoic acid